(Z)-N-((1-acetyl-2-((6-(morpholine-4-carbonyl)quinolin-2-yl)methylene)-3-oxoindolin-4-yl)methyl)acetamide C(C)(=O)N1\C(\C(C2=C(C=CC=C12)CNC(C)=O)=O)=C/C1=NC2=CC=C(C=C2C=C1)C(=O)N1CCOCC1